S-(3-(4-methoxyphenyl)prop-2-yn-1-yl) 2-oxopropanethioate O=C(C(SCC#CC1=CC=C(C=C1)OC)=O)C